NC1=C2C(=NC=N1)N(N=C2C2=CC=C(CNC(C1=C(C=CC(=C1)F)OC)=O)C=C2)[C@@H]2CC[C@@H](CC2)CO cis-N-(4-(4-amino-1-((1S,4S)-4-(hydroxymethyl)cyclohexyl)-1H-pyrazolo[3,4-d]pyrimidin-3-yl)benzyl)-5-fluoro-2-methoxybenzamide